2-(p-tolyl)-1H-benzo[d]imidazole C1(=CC=C(C=C1)C1=NC2=C(N1)C=CC=C2)C